(R,Z)-1-((2'-chloro-5-(2-oxopyrrolidin-1-yl)-[1,1'-biphenyl]-2-yl)sulfonyl)-4-fluoro-N-(4-(methylsulfonyl)but-3-en-2-yl)piperidine-4-carboxamide ClC1=C(C=CC=C1)C1=C(C=CC(=C1)N1C(CCC1)=O)S(=O)(=O)N1CCC(CC1)(C(=O)N[C@H](C)\C=C/S(=O)(=O)C)F